FC=1C=CC2=C(OC3=C(C(N2)=O)C=CC(=C3)C)C1 7-fluoro-3-methyl-dibenzo[b,f][1,4]Oxazepin-11(10H)-one